ClCC(=O)C12COC(C1)(C2)C 2-chloro-1-(1-methyl-2-oxabicyclo[2.1.1]hexan-4-yl)ethan-1-one